Cl.FC1(CN(C1)N)F 3,3-Difluoroazetidin-1-amine hydrochloride